C(C)OC(=O)C1(N(C[C@H](CC1)O[Si](C)(C)C(C)(C)C)C(C)=O)C(=O)OCC (5S)-1-acetyl-5-t-butyldimethylsilyloxy-piperidine-2,2-dicarboxylic acid diethyl ester